N1C(=NC=C1)N1CCNCC1 1-(1H-imidazol-2-yl)piperazine